C(CCC)C=1N(C=2C(=C(N=NC2OC(C)C)N)N1)CC1=CC=C(C=C1)CN1CCNCC1 2-butyl-4-isopropoxy-3-[[4-(piperazin-1-ylmethyl)phenyl]methyl]imidazo[4,5-d]pyridazin-7-amine